[7-(4-fluoro-2-methoxy-phenyl)-6-[1-(1-prop-2-enoylazetidin-3-yl)pyrazol-4-yl]thieno[3,2-c]pyridin-4-yl] trifluoromethanesulfonate FC(S(=O)(=O)OC1=NC(=C(C2=C1C=CS2)C2=C(C=C(C=C2)F)OC)C=2C=NN(C2)C2CN(C2)C(C=C)=O)(F)F